BrCC1=CC(=C(OC=2C=CC(=NC2)C)C(=C1)F)F 5-(4-(bromomethyl)-2,6-difluorophenoxy)-2-methylpyridine